((1R,5S,6s)-6-((4-(2-aminopropan-2-yl)-6-(4-chlorophenyl)pyridin-2-yl)oxy)-3-azabicyclo[3.1.0]hexan-3-yl)(3-methyl-1-(pyrimidin-2-yl)-1H-pyrazol-4-yl)methanone NC(C)(C)C1=CC(=NC(=C1)C1=CC=C(C=C1)Cl)OC1[C@@H]2CN(C[C@H]12)C(=O)C=1C(=NN(C1)C1=NC=CC=N1)C